(2R,3R,4R,5S)-1-(2,6-difluoro-4-(tetrahydro-2H-pyran-4-yl)phenethyl)-2-(hydroxymethyl)piperidine-3,4,5-triol FC1=C(CCN2[C@@H]([C@H]([C@@H]([C@H](C2)O)O)O)CO)C(=CC(=C1)C1CCOCC1)F